C(C=C)(=O)N1[C@H](CN(CC1)C=1C2=C(N=C(N1)OC[C@H]1N(CCC1)C)N=C(C(=C2)F)C2=CC=CC1=CC=CC(=C21)Cl)CC#N 2-((S)-1-acryloyl-4-(7-(8-chloronaphthalen-1-yl)-6-fluoro-2-(((S)-1-methylpyrrolidin-2-yl)methoxy)pyridino[2,3-d]pyrimidin-4-yl)piperazin-2-yl)acetonitrile